CC1=C(C(=O)C2=CC=CC=C2C1=O)C/C=C(\\C)/CC/C=C(\\C)/CC/C=C(\\C)/CC/C=C(\\C)/CC/C=C(\\C)/CC/C=C(\\C)/CC/C=C(\\C)/CC/C=C(\\C)/CCC=C(C)C The molecule is a menaquinone whose side-chain contains 9 isoprene units in an all-trans-configuration. It has a role as an Escherichia coli metabolite.